C1NCC12CN(CC2)C2=CC=C(C=N2)C=2C=1N(C=C(C2)OCC)N=C2C1C=NN2 4-(6-(2,6-diazaspiro[3.4]octan-6-yl)pyridin-3-yl)-6-ethoxy-1H-pyrazolo[3',4':3,4]pyrazolo[1,5-a]pyridine